C(=C)C1=CC=C(C=C1)[Si](CC)(C)C 2-{(4-vinylphenyl)dimethylsilyl}ethane